2-oxo-spiro[1H-pyrrolo[2,3-b]pyridine-3,6'-5,7-dihydrocyclopenta[b]pyridine]-3'-carboxylate O=C1NC2=NC=CC=C2C12CC=1C(=NC=C(C1)C(=O)[O-])C2